FC1=C(C=C(C=N1)C=1C=2N(C=C(C1)OCC(C)(C)O)N=CC2C#N)C 4-(6-fluoro-5-methylpyridin-3-yl)-6-(2-hydroxy-2-methylpropyloxy)pyrazolo[1,5-a]pyridine-3-carbonitrile